1-{4-[1-Isopropyl-7-((R)-1-quinolin-3-yl-ethylamino)-1H-pyrazolo[4,3-d]pyrimidin-5-yl]-piperazin-1-yl}-propan-1-on C(C)(C)N1N=CC=2N=C(N=C(C21)N[C@H](C)C=2C=NC1=CC=CC=C1C2)N2CCN(CC2)C(CC)=O